1-[4-[6-(1-methylpyrazol-4-yl)pyrazolo[1,5-a]pyridin-4-yl]-1-piperidinyl]prop-2-en-1-one CN1N=CC(=C1)C=1C=C(C=2N(C1)N=CC2)C2CCN(CC2)C(C=C)=O